C(CCC)[Sn](C=1CCN(CC1)C(=O)OC(C)(C)C)(CCCC)CCCC tert-butyl 4-tributylstannyl-3,6-dihydro-2H-pyridine-1-carboxylate